4-(4-Bromophenyl)-2-methyl-5-phenyloxazole BrC1=CC=C(C=C1)C=1N=C(OC1C1=CC=CC=C1)C